BrC=1C(=NC(=NC1)NC1=C(C=C(C(=C1)C)N1CCC(CC1)N1CCN(CC1)C)OC)NC=1C=C(C(=O)OC)C=CC1 Methyl 3-((5-bromo-2-((2-methoxy-5-methyl-4-(4-(4-methylpiperazin-1-yl)piperidin-1-yl)benzeneyl)amino)pyrimidin-4-yl)amino)benzoate